2,4-dihydroxanthone C1CCCC=2OC3=CC=CC=C3C(C12)=O